COC(=O)C=1C=C(C2=CNN=C2C1)[N+](=O)[O-] 4-nitro-2H-indazole-6-carboxylic acid methyl ester